ClC1=NC=C(C(=N1)OC1=NC=2C=CC3=C(C2N=C1)C1=C(S3)C(NC3(CN1)CC3)=O)CN3C(CC(C3)C)=O 3'-((2-chloro-5-((4-methyl-2-oxopyrrolidin-1-yl)methyl)pyrimidin-4-yl)oxy)-11',12'-dihydrospiro[cyclopropane-1,10'-[1,4]diazepino[5',6':4,5]thieno[3,2-f]quinoxalin]-8'(9'H)-one